COC(C1=C(C(=CC=C1)C12CC(C1)(C2)C2=CC=C(C=C2)OC)N2C=CC=C2)=O.CC2=NC(=CC(=N2)OCCNC(=O)[C@H]2NCCOC2)NC=2SC(=CN2)C2=CC=CC=C2 (3S)-N-[2-[2-methyl-6-[(5-phenylthiazol-2-yl)amino]pyrimidin-4-yl]oxyethyl]morpholine-3-carboxamide Methyl-3-(3-(4-methoxyphenyl)bicyclo[1.1.1]pentan-1-yl)-2-(1H-pyrrol-1-yl)benzoate